(9H-fluoren-9-yl)methyl N-((S)-1-((S)-9-chloro-4-ethyl-8-fluoro-4-hydroxy-3,14-dioxo-3,4,12,14-tetrahydro-1H-pyrano[3',4':6,7]indolizino[1,2-b]quinolin-11-yl)ethyl)carbamate ClC1=CC=2C(=C3C(=NC2C=C1F)C1=CC2=C(C(N1C3)=O)COC([C@]2(O)CC)=O)[C@H](C)NC(OCC2C3=CC=CC=C3C=3C=CC=CC23)=O